[Na].O[C@H]1[C@@H](O)[C@@H](O)[C@H](O)[C@@H](O1)C(=O)O alpha-L-guluronic acid sodium